[N+](=O)([O-])C1=C(C(=O)OO)C=CC=C1 nitroperoxybenzoic acid